O1C(=NCC1)CCCCCCC=1OCCN1 2,2'-Hexamethylene-bis-(2-oxazoline)